COC1=NC=C(C2=C1N=C(S2)NC(=O)C2=NOC=C2)C2=CC=CC=C2 Isoxazole-3-carboxylic acid (4-methoxy-7-phenyl-thiazolo[4,5-c]pyridin-2-yl)-amide